NC=1C(=C(C=C2C=C(N=CC12)NC1=NN2CC(NCCC2=C1)=O)C1=C(C=2NCCN(C(C2N=C1)=O)C)C)F 8-(8-amino-7-fluoro-3-((7-oxo-5,6,7,8-tetrahydro-4H-pyrazolo[1,5-d][1,4]diazepin-2-yl)amino)isoquinolin-6-yl)-4,9-dimethyl-1,2,3,4-tetrahydro-5H-pyrido[3,2-e][1,4]diazepin-5-one